N-(1-(5-(3-cyano-6-ethoxypyrazolo[1,5-a]pyridin-4-yl)pyrazin-2-yl)-4-methylpiperidin-4-yl)-3,6-dimethylpicolinamide C(#N)C=1C=NN2C1C(=CC(=C2)OCC)C=2N=CC(=NC2)N2CCC(CC2)(C)NC(C2=NC(=CC=C2C)C)=O